(2-fluoro-6-methyl-4-(pyrrolidin-2-yl)phenyl)-3-(1-methyl-1H-pyrazol-4-yl)-1H-pyrazolo[3,4-c]pyridine FC1=C(C(=CC(=C1)C1NCCC1)C)N1N=C(C=2C1=CN=CC2)C=2C=NN(C2)C